(1s,3s)-3-(5-amino-4-cyano-3-(2-phenylquinolin-7-yl)-1H-pyrazol-1-yl)cyclobutane-1-carboxylic acid ethyl ester C(C)OC(=O)C1CC(C1)N1N=C(C(=C1N)C#N)C1=CC=C2C=CC(=NC2=C1)C1=CC=CC=C1